(t-butyl)-trimethyl-phosphonium sodium [Na+].C(C)(C)(C)[P+](C)(C)C